C(C)(=O)N1C(/C(/C2=CC=CC=C12)=C/C1=CC(=CC=C1)C(F)(F)F)=O (E)-1-acetyl-3-(3-(trifluoromethyl)benzylidene)indol-2-one